O=C1NC(CCC1N1C(C2=CC=C(C=C2C1=O)N1C2CN(CC1C2)CC2=C(CC(CC2)(C)C)C2=CC=C(C=C2)F)=O)=O 2-(2,6-dioxopiperidin-3-yl)-5-(3-((4'-fluoro-5,5-dimethyl-3,4,5,6-tetrahydro-[1,1'-biphenyl]-2-yl)methyl)-3,6-diazabicyclo[3.1.1]heptane-6-yl)isoindoline-1,3-dione